C(C1=CC=CC=C1)N1C=C(C=CC1=O)C(=O)N1CCN(CC1)C(C(=O)NC1=NC=C(C=C1)OC1=CC=C(C=C1)F)C 2-(4-(1-benzyl-6-oxo-1,6-dihydropyridine-3-carbonyl)piperazin-1-yl)-N-(5-(4-fluorophenoxy)pyridin-2-yl)propanamide